(S)-1-(3-(difluoromethyl)-2-fluorophenyl)ethan-1-amine FC(C=1C(=C(C=CC1)[C@H](C)N)F)F